[Si](C)(C)(C(C)(C)C)O[C@H]1[C@@]2([C@H]3[C@@H]([C@@H]1CC32)B3OC(C(O3)(C)C)(C)C)N3CCN(CC3)C3=CC=CC=C3 1-((1R,2S,3S,4S,7R)-7-((tert-butyldimethylsilyl)oxy)-3-(4,4,5,5-tetramethyl-1,3,2-dioxaborolan-2-yl)tricyclo[2.2.1.02,6]heptan-1-yl)-4-phenylpiperazine